P(=O)(OC=CC=CC(C)(CC)CC)([O-])[O-] diethyl-hex-1,3-dien-1-yl phosphate